1-(6,7-Dimethoxy-2-phenylquinolin-3-yl)-3-((3S,4R)-1-(oxetan-3-yl)-4-phenylpyrrolidin-3-yl)urea COC=1C=C2C=C(C(=NC2=CC1OC)C1=CC=CC=C1)NC(=O)N[C@@H]1CN(C[C@H]1C1=CC=CC=C1)C1COC1